tert-butyl 4-(((5-bromo-1-oxo-1,3-dihydroisobenzofuran-4-yl) oxy) methyl-d2)-3,6-dihydropyridine-1(2H)-carboxylate BrC=1C(=C2COC(C2=CC1)=O)OC(C=1CCN(CC1)C(=O)OC(C)(C)C)([2H])[2H]